6-(2-{6-azaspiro[2.5]oct-6-yl}-4-iodobenzoylamino)-8-(4,4-difluoropiperidin-1-yl)-1,7-naphthyridin-2-yl 2-{6-azaspiro[2.5]oct-6-yl}-4-iodobenzoate C1CC12CCN(CC2)C2=C(C(=O)OC1=NC3=C(N=C(C=C3C=C1)NC(C1=C(C=C(C=C1)I)N1CCC3(CC3)CC1)=O)N1CCC(CC1)(F)F)C=CC(=C2)I